BrC=1C=C(C(=C(C1)F)[N+](=O)[O-])OC 5-bromo-1-fluoro-3-methoxy-2-nitrobenzene